P(=S)(OC1=CC=C(C=C1)C(CC=CC(=O)[O-])OC(N)=O)(OC1=CC=C(C=C1)C(CC=CC(=O)[O-])OC(N)=O)OC1=CC=C(C=C1)C(CC=CC(=O)[O-])OC(N)=O phosphorothioyltris(oxybenzene-4,1-diylcarbamoyloxy-ethane-2,1-diyl)trisacrylate